[(2R,3R,4R,5R)-4-acetoxy-2-[(2,5-dioxopyrrolidin-1-yl)methyl]-5-[2-(2-methyl-propanoyl-amino)-6-oxo-1H-purin-9-yl]tetrahydrofuran-3-yl]acetate C(C)(=O)O[C@@H]1[C@@H]([C@@H](O[C@H]1N1C=2N=C(NC(C2N=C1)=O)NC(C(C)C)=O)CN1C(CCC1=O)=O)CC(=O)[O-]